5-((7-fluoro-2,3-dihydrobenzo[b][1,4]dioxin-5-yl)amino)-N-(3-hydroxy-2,2-dimethylpropyl)-7-((methyl-d3)amino)pyrazolo[1,5-a]pyrimidine-3-carboxamide FC=1C=C(C2=C(OCCO2)C1)NC1=NC=2N(C(=C1)NC([2H])([2H])[2H])N=CC2C(=O)NCC(CO)(C)C